tert-butyl [trans-4-{[cis-3-(trifluoromethoxy)cyclobutyl]carbamoyl}cyclohexyl]carbamate FC(O[C@H]1C[C@H](C1)NC(=O)[C@@H]1CC[C@H](CC1)NC(OC(C)(C)C)=O)(F)F